[Fe].[Sm] samarium iron salt